FC1=C(C=C(C=C1)F)C1=C(C(=NC=C1)C1C(OCC1)C(F)(F)F)NC(=O)C=1C=NC(=NC1)C(C)C N-(4-(2,5-difluorophenyl)-2-(rac-(anti)-2-(trifluoromethyl)tetrahydrofuran-3-yl)pyridin-3-yl)-2-isopropylpyrimidine-5-carboxamide